C1(CC1)C(CN[C@@H]1CSC2=C(C1)C(=C(C(=C2)O)N2CC(NS2(=O)=O)=O)F)C 5-{(3S)-3-[(2-cyclopropylpropyl)amino]-5-fluoro-7-hydroxy-3,4-dihydro-2H-1-benzothiopyran-6-yl}-1λ6,2,5-thiadiazolidine-1,1,3-trione